azetidin-3-yl methanesulfonate CS(=O)(=O)OC1CNC1